2,5-dioxopyrrolidin-1-yl 3-(diphenylphosphanyl)propanoate C1(=CC=CC=C1)P(CCC(=O)ON1C(CCC1=O)=O)C1=CC=CC=C1